1,1,2,2-Tetrafluoroethylethylether FC(C(F)F)(F)OCC